8-chloro-5-methoxy-2-(5-methyl-1H-pyrazol-4-yl)-4-(2,8-diazaspiro[4.5]decan-8-yl)pyrido[3,4-d]pyrimidine ClC1=NC=C(C2=C1N=C(N=C2N2CCC1(CCNC1)CC2)C=2C=NNC2C)OC